3-bromo-9H-carbazole BrC=1C=CC=2NC3=CC=CC=C3C2C1